N1C=CC2=C(C=CC=C12)CN1N=C(C=C1C(=O)NC1[C@@H]2CN(C[C@H]12)C(C)=O)C(=O)NC 1-((1H-Indol-4-yl)methyl)-N5-((1R,5S,6s)-3-acetyl-3-azabicyclo[3.1.0]hexan-6-yl)-N3-methyl-1H-pyrazole-3,5-dicarboxamide